2-(2-hydroxyethyl)-morpholine OCCC1CNCCO1